(R)-Lysine N[C@H](CCCCN)C(=O)O